C12(CC3CC(CC(C1)C3)C2)NCCC2=CC=C(CNC=3C=C(C=CC3)N3C(NC(CC3)=O)=O)C=C2 1-(3-((4-(2-((adamantan-1-yl)amino)ethyl)benzyl)amino)phenyl)dihydropyrimidine-2,4(1H,3H)-dione